FC1=CC=C(C=C1)N(C(=O)OC1=C(C=C(C=C1C(F)(F)F)C(F)(F)F)N1C(N(C=C1)C(=O)OC(C)(C)C)=O)C tert-butyl 3-(2-(((4-fluorophenyl)(methyl)carbamoyl)oxy)-3,5-bis(trifluoromethyl)phenyl)-2-oxo-2,3-dihydro-1H-imidazole-1-carboxylate